C[C@H](CO)C(=O)OC (R)-(-)-3-hydroxyisobutyric acid methyl ester